(R)-(3-(5-aminoisoxazol-3-yl)pyrrolidin-1-yl)(1H-indol-2-yl)methanone NC1=CC(=NO1)[C@H]1CN(CC1)C(=O)C=1NC2=CC=CC=C2C1